tert-butyl 3-[(tert-butyldimethylsilyl)oxy]-3-[4-(4,4,5,5-tetramethyl-1,3,2-dioxaborolan-2-yl)phenyl]azetidine-1-carboxylate [Si](C)(C)(C(C)(C)C)OC1(CN(C1)C(=O)OC(C)(C)C)C1=CC=C(C=C1)B1OC(C(O1)(C)C)(C)C